1'-(6-amino-5-((2-amino-3-chloropyridin-4-yl)thio)pyrazin-2-yl)-1-methylspiro[bicyclo[3.1.0]hexane-3,4'-piperidin]-4-amine NC1=C(N=CC(=N1)N1CCC2(CC1)CC1(CC1C2N)C)SC2=C(C(=NC=C2)N)Cl